2-chloro-N-(5-methoxy-2-(1-methoxyethyl)phenyl)acetamide ClCC(=O)NC1=C(C=CC(=C1)OC)C(C)OC